t-butyl (4-(benzyloxy)-6-fluoronaphthalen-2-yl)carbamate C(C1=CC=CC=C1)OC1=CC(=CC2=CC=C(C=C12)F)NC(OC(C)(C)C)=O